1-(4Z,7Z,10Z,13Z,16Z,19Z-docosahexaenoyl)-2-(6Z,9Z,12Z-octadecatrienoyl)-glycero-3-phosphocholine CCCCC/C=C\C/C=C\C/C=C\CCCCC(=O)O[C@H](COC(=O)CC/C=C\C/C=C\C/C=C\C/C=C\C/C=C\C/C=C\CC)COP(=O)([O-])OCC[N+](C)(C)C